CN(C(/C=C/C1=CC2=C(NC(C(CC2)NC(OC(C)(C)C)=O)=O)N=C1)=O)CC1=C(OC2=C1C=CC=C2)C tert-Butyl (E)-(3-(3-(methyl((2-methylbenzofuran-3-yl)methyl)amino)-3-oxoprop-1-en-1-yl)-8-oxo-6,7,8,9-tetrahydro-5H-pyrido[2,3-b]azepin-7-yl)carbamate